3-(3-((1S,3R*)-1-amino-3-fluoro-2,3-dihydro-1H-inden-5-yl)-5-(1H-pyrazol-1-yl)-3H-imidazo[4,5-b]pyridin-2-yl)pyridin-2-amine N[C@H]1C[C@H](C2=CC(=CC=C12)N1C(=NC=2C1=NC(=CC2)N2N=CC=C2)C=2C(=NC=CC2)N)F |o1:3|